C1(=NC=CC2=CC=CC=C12)C(=O)N[C@@H](CC(C)C)C1=NOCC1 3-((S)-1-(isoquinoline-1-carboxamido)-3-methylbutyl)-4,5-dihydroisoxazole